(S)-7-(4-acryloyl-2-methylpiperazin-1-yl)-9-chloro-10-(2,4,6-trifluorophenyl)-2,3-dihydro-5H-[1,4]thiazino[2,3,4-ij]quinazolin-5-one C(C=C)(=O)N1C[C@@H](N(CC1)C1=NC(N2C3=C(C(=C(C=C13)Cl)C1=C(C=C(C=C1F)F)F)SCC2)=O)C